cesium (2-ethylhexanoate) C(C)C(C(=O)[O-])CCCC.[Cs+]